3-hydroxytetrahydrofuran-3-carbonitrile OC1(COCC1)C#N